2-amino-4-(tert-butoxycarbonyl)benzoic acid NC1=C(C(=O)O)C=CC(=C1)C(=O)OC(C)(C)C